strontium oxygen 3-[[6-(3-aminophenyl)-7H-pyrrolo[2,3-d]pyrimidin-4-yl]oxy]phenol NC=1C=C(C=CC1)C1=CC2=C(N=CN=C2OC=2C=C(C=CC2)O)N1.[O].[Sr]